OCC1=CC=CC=2C1=NOC2C(=O)NC=2SC(=NN2)SC 7-(hydroxymethyl)-N-(5-(methylsulfanyl)-1,3,4-thiadiazol-2-yl)benzo[c]isoxazol-3-carboxamide